2-chloro-4-((3-((5-ethyl-3-methyl-2-oxooxazolidin-5-yl)methyl)-1-methyl-2-oxo-2,3-dihydro-1H-benzo[d]imidazol-5-yl)amino)nicotinonitrile ClC1=C(C#N)C(=CC=N1)NC1=CC2=C(N(C(N2CC2(CN(C(O2)=O)C)CC)=O)C)C=C1